COC(C(C)(C)N=NC(C(=O)OC)(C)C)=O azo-di-isobutyric acid dimethyl ester